(1R*,3R*)-1-(3-chlorobenzyl)-3-hydroxycyclopentane-1-carboxylic acid methyl ester COC(=O)[C@@]1(C[C@@H](CC1)O)CC1=CC(=CC=C1)Cl |o1:4,6|